OC[C@H](C1=CC=CC=C1)NC1=NC(=NC=C1C1=NC(=NO1)C)NC=1C=C2C(NC(C2=CC1)=O)(C)C 5-[[4-[[(1S)-2-hydroxy-1-phenyl-ethyl]amino]-5-(3-methyl-1,2,4-oxadiazol-5-yl)pyrimidin-2-yl]amino]-3,3-dimethyl-isoindolin-1-one